rac-3-(3-piperidyl)-5-(1-piperidylmethyl)-5,6-dihydro-1,4,2-dioxazine N1CC(CCC1)C1=NOCC(O1)CN1CCCCC1